FC(OC1=C2CC(CC2=CC=C1)NC=1C=CC(=NC1)[C@@H](C(F)(F)F)N(C(=O)C1CCS(CC1)(=O)=O)C)F N-((1S)-1-(5-((4-(Difluoromethoxy)-2,3-dihydro-1H-inden-2-yl)amino)pyridin-2-yl)-2,2,2-trifluoroethyl)-N-methyltetrahydro-2H-thiopyran-4-carboxamide 1,1-dioxide